C(#N)/C(/C(=O)NC1=NC=C(C=N1)SC1=CC=CC=C1)=C(\C=1C=NOC1C)/O (Z)-2-cyano-3-hydroxy-3-(5-methylisoxazol-4-yl)-N-(5-phenylsulfanylpyrimidin-2-yl)prop-2-enamide